COC(=O)C1=C(C2=C(NC(=C2C(C)C)C=2C=C(C=3N(C2)N=CN3)C)S1)C.FC=1C=C(N)C=C(C1)C(F)(F)F 3-fluoro-5-(trifluoromethyl)aniline methyl-4-isopropyl-3-methyl-5-(8-methyl-[1,2,4]triazolo[1,5-a]pyridin-6-yl)-6H-thieno[2,3-b]pyrrole-2-carboxylate